NC(C[C@@H](C#C)NC(=O)[C@H]1N(CCC1)C(=O)C1(CC1)C1=CN=C(S1)C(F)(F)F)=O (2S)-N-[(1S)-1-(2-Amino-2-oxo-ethyl)prop-2-ynyl]-1-[1-[2-(trifluoromethyl)thiazol-5-yl]cyclopropanecarbonyl]pyrrolidine-2-carboxamide